2-[[1-(3-ethoxy-5-methoxyphenyl)-5-isobutyl-pyrazol-3-yl]amino]-5-(thiophen-2-yl)nicotinic acid C(C)OC=1C=C(C=C(C1)OC)N1N=C(C=C1CC(C)C)NC1=C(C(=O)O)C=C(C=N1)C=1SC=CC1